COC=1C(=CC(=C(C1)N1CCN(CC1)C(=O)OC(C)(C)C)C=1C=NN(C1)C1OCCCC1)[N+](=O)[O-] tert-Butyl 4-(5-methoxy-4-nitro-2-(1-(tetrahydro-2H-pyran-2-yl)-1H-pyrazol-4-yl)phenyl)piperazine-1-carboxylate